The molecule is a member of pyrroles, a member of ferrocenes and a member of maleimides. It derives from a maleimide. It derives from a hydride of a ferrocene. [CH-]1[CH-][CH-][C-]([CH-]1)CCN2C(=O)C=CC2=O.[CH-]1C=CC=C1.[Fe]